CS(=O)(=O)O[C@H]1CN(CCOC1)C(=O)OC(C)(C)C tert-butyl (S)-6-((methylsulfonyl)oxy)-1,4-oxazepane-4-carboxylate